CN(CCC(=O)N)CCC(=O)N (methylazanediyl)dipropanamide